N1C=CC2=CC=C(C=C12)C1=CC=C(C=2NC(=NC21)NC(=O)C=2N=CNC2)OC N-[4-(1H-indol-6-yl)-7-methoxy-1H-1,3-benzodiazol-2-yl]-1H-imidazole-4-carboxamide